C(C)(C)(C)C1=CC=C(C(=O)O)C=C1 4-tert-butylbenzoic acid